tert-butyl {[3-(benzyloxy)-7-{[(tert-butoxycarbonyl)amino]methyl}-1-fluoro-5,6,7,8-tetrahydronaphthalen-2-yl]amino}acetate C(C1=CC=CC=C1)OC=1C(=C(C=2CC(CCC2C1)CNC(=O)OC(C)(C)C)F)NCC(=O)OC(C)(C)C